3-chloro-6,7-difluoro-5-(1-(2-fluorophenyl)ethyl)-4H-benzo[e][1,2,4]thiadiazine 1,1-dioxide ClC1=NS(C2=C(N1)C(=C(C(=C2)F)F)C(C)C2=C(C=CC=C2)F)(=O)=O